tert-butyl (7-((2-(2,6-dioxopiperidin-3-yl)-1-oxoisoindolin-4-yl)amino)heptyl)carbamate O=C1NC(CCC1N1C(C2=CC=CC(=C2C1)NCCCCCCCNC(OC(C)(C)C)=O)=O)=O